BrC1=CC=CC(=N1)NC(=O)[C@H]1N[C@@H]2C[C@@H]2C1 (1r,3s,5r)-N-(6-bromopyridin-2-yl)-2-azabicyclo[3.1.0]hexane-3-carboxamide